[Bi]=O.[Sn] tin-bismuth oxide